5-(4-cyclohexylphenyl)-3-[3-(fluoromethyl)azetidine-1-carbonyl]-2-(6-methylpyrazin-2-yl)-4H-pyrazolo[1,5-a]pyrimidin-7-one C1(CCCCC1)C1=CC=C(C=C1)C=1NC=2N(C(C1)=O)N=C(C2C(=O)N2CC(C2)CF)C2=NC(=CN=C2)C